CO[Si](CCCN=CCCC)(OC)OC 3-trimethoxysilyl-N-butylidene-propylamine